C(CCCCCCCCCCCCC)NCCCCCCCCCCCCCC di-(n-tetradecyl)amine